CC1(CC2C(CC1)(O2)C21C(CCCC2)O1)C(=O)[O-] 4-epoxy-1-methylcyclohexyl-3,4-epoxycyclohexanecarboxylate